NC1=NC(=C(C=2N1N=C(N2)CC2=NC=CC=C2)C2=C(N=CO2)C)C=2C(=C(C#N)C=CC2)F 3-(5-amino-8-(4-methyl-oxazol-5-yl)-2-(pyridin-2-ylmethyl)-[1,2,4]triazolo[1,5-c]pyrimidin-7-yl)-2-fluorobenzonitrile